C[C@@]12CCC[C@H]1[C@@H]1CC=C3C[C@H](CC[C@]3(C)[C@H]1CC2)O androsta-5-en-3β-ol